CC1=NC=CC(=C1C)C=1NC2=CC=C(C=C2C1C(C)C)C1CCN(CC1)C1CCOCC1 2-(2,3-dimethylpyridin-4-yl)-3-isopropyl-5-(1-(tetrahydro-2H-pyran-4-yl)piperidin-4-yl)-1H-indole